N-Benzyl-4-(4-((6-Fluoro-1,2,3,4-tetrahydroisochinolin-7-yl)oxy)-7H-pyrrolo[2,3-d]pyrimidin-5-yl)pyridin-2-amin C(C1=CC=CC=C1)NC1=NC=CC(=C1)C1=CNC=2N=CN=C(C21)OC2=C(C=C1CCNCC1=C2)F